(R)-1-(2,5-difluoropyridin-3-yl)ethyl (4-(5-((1RS,5SR,6SR)-3,3-dioxido-3-thiabicyclo[3.1.0]hexane-6-carboxamido)pyridin-2-yl)-1-methyl-1H-1,2,3-triazol-5-yl)carbamate O=S1(C[C@@H]2C([C@@H]2C1)C(=O)NC=1C=CC(=NC1)C=1N=NN(C1NC(O[C@H](C)C=1C(=NC=C(C1)F)F)=O)C)=O |&1:3,5|